FC1CN(C1)C(COC=1C=NC(=NC1)NC1CCC(CC1)OC1=C2C=CC=NC2=CC(=N1)N1CCOCC1)=O 1-(3-Fluoroazetidin-1-yl)-2-((2-(((1s,4s)-4-((7-morpholino-1,6-naphthyridin-5-yl)oxy)cyclohexyl)amino)pyrimidin-5-yl)oxy)ethan-1-one